tert-butyl N-[(S)-(5-cyano-1,2,3,4-tetrahydroquinolin-3-yl)(2-methylpyrazol-3-yl)methyl]carbamate C(#N)C1=C2CC(CNC2=CC=C1)[C@H](NC(OC(C)(C)C)=O)C=1N(N=CC1)C